8-(2,2-diethoxyethoxy)-7-fluoro-1,3-dimethylquinoxalin-2(1H)-one C(C)OC(COC=1C(=CC=C2N=C(C(N(C12)C)=O)C)F)OCC